C(C)(=O)OC1=C(C=CC=C1OC)C=1C(=CC2=C(N(C(N=C2N2C(CN(CC2)C(C=C)=O)C)=O)C=2C(=NC=CC2C)C(C)C)N1)C1CC1 2-(4-(4-acryloyl-2-methylpiperazin-1-yl)-6-cyclopropyl-1-(2-isopropyl-4-methylpyridin-3-yl)-2-oxo-1,2-dihydropyrido[2,3-d]pyrimidin-7-yl)-6-methoxyphenyl acetate